C(C(C)(C)C)(=O)OC(C=C)=O acrylic acid pivalic anhydride